[OH-].[Na+].[F] fluorine sodium hydroxide